(2R,4R)-4-amino-8-azaspiro[4.5]decan-2-ol N[C@@H]1C[C@@H](CC12CCNCC2)O